thymidine 5'-monophosphate P(=O)(O)(O)OC[C@@H]1[C@H](C[C@@H](O1)N1C(=O)NC(=O)C(C)=C1)O